CN1N=CC(=C1)C1=NN2C(=NC=3C=CC=CC3C2=N1)N[C@@H](C(=O)N)CC (2R)-2-{[2-(1-methyl-1H-pyrazol-4-yl)[1,2,4]triazolo[1,5-c]quinazolin-5-yl]amino}butanamide